((2,4,5,6-tetrahydro-1H-cyclobuta[f]inden-3-yl)carbamoyl)-6,7-dihydro-5H-pyrazolo[5,1-b][1,3]oxazine-3-sulfonimidamide C1CC=2C1=CC=1CCCC1C2NC(=O)C2=NN1C(OCCC1)=C2S(=O)(N)=N